ClC/C=C/C(=O)NC1=C(C=C(C=C1F)C(=O)C1=CC=C2C(=CC=CN12)C1=C(C2=C(N(C(=N2)C)C)C=C1C#N)C#N)F (E)-4-chloro-N-(4-(8-(4,6-dicyano-1,2-dimethyl-1H-benzo[d]imidazol-5-yl)indolizine-3-carbonyl)-2,6-difluorophenyl)but-2-enamide